N-((S)-1-(2-((S)-2-cyanopyrrolidin-1-yl)-2-oxoethyl)pyrrolidin-3-yl)quinoline-4-carboxamide C(#N)[C@H]1N(CCC1)C(CN1C[C@H](CC1)NC(=O)C1=CC=NC2=CC=CC=C12)=O